CS(=O)(=O)C=1C=CC=C2C(=C(C(N(C12)C)=O)C#N)N1CCC(CC1)(C=1OC2=C(N1)C=C(C=C2)C)C 8-(methylsulfonyl)-1-methyl-4-[4-methyl-4-(5-methyl-1,3-benzooxazol-2-yl)piperidin-1-yl]-2-oxo-1,2-dihydroquinoline-3-carbonitrile